C(C)(C)(C)NN(C(=O)OC(CO)OCCC)CC=C propoxyethylene glycol 1-tert-butyl-allylcarbazate